2,5-dimethoxy-4-[(4-nitrophenyl)diazenyl]benzenediazonium COC1=C(C=C(C(=C1)N=NC1=CC=C(C=C1)[N+](=O)[O-])OC)[N+]#N